8-(6-chloro-4-{3,8-diazabicyclo[3.2.1]octan-3-yl}-8-fluoro-2-{[(2S)-1-methylpyrrolidin-2-yl]methoxy}quinazolin-7-yl)naphthalen-2-ol ClC=1C=C2C(=NC(=NC2=C(C1C=1C=CC=C2C=CC(=CC12)O)F)OC[C@H]1N(CCC1)C)N1CC2CCC(C1)N2